C(C(CCC(CCO)O)O)O 1,2,5,7-Heptanetetrol